[(1-(2-fluoroethyl)-3-piperidyl)oxy]-2,3-dihydro-1,4-benzoxazepine-5-one FCCN1CC(CCC1)OC1OC2=C(C(NC1)=O)C=CC=C2